(E)-(1-(naphthalen-1-yl)ethyl)((4-(2-p-toluenesulfonyl-hydrazino)chroman-2-yl)methyl)carbamic acid tert-butyl ester C(C)(C)(C)OC(N(CC1OC2=CC=CC=C2C(C1)NNS(=O)(=O)C1=CC=C(C)C=C1)C(C)C1=CC=CC2=CC=CC=C12)=O